(9H-fluoren-9-yl)methyl tert-butyl ((S)-6-(((2R,3R,4R,5S,6S)-6-((7H-purin-6-yl)amino)-4,5-dihydroxy-2-(hydroxymethyl)tetrahydro-2H-pyran-3-yl)amino)-6-oxohexane-1,5-diyl)dicarbamate N1=CN=C2N=CNC2=C1N[C@@H]1[C@H]([C@@H]([C@H]([C@@H](O1)CO)NC([C@H](CCCCNC(OCC1C2=CC=CC=C2C=2C=CC=CC12)=O)NC(OC(C)(C)C)=O)=O)O)O